CC1=C(NC=2N=C(SC21)C2=CC=CC=C2)C(=O)NC2CC[Si]1(CC2)CCCCC1 6-methyl-2-phenyl-N-(6-silaspiro[5.5]undecan-3-yl)-4H-pyrrolo[2,3-d]thiazole-5-carboxamide